ethyl 2-{4-[ethyl (2,2,2-trifluoroethyl) amino] piperidin-1-yl}-6-azaspiro[3.4]octane-6-carboxylate C(C)N(C1CCN(CC1)C1CC2(C1)CN(CC2)C(=O)OCC)CC(F)(F)F